OC1=C(C(=O)C2=CC=CC=C2)C=CC(=C1)OC(C=C)=O 2-Hydroxy-4-acryloyloxybenzophenone